7-hydroxy-2-(4-methoxyphenyl)-8-(3-methylcyclohex-2-en-1-yl)-2-(2-oxopropyl)-5-pentyl-4H-benzo[d][1,3]dioxin-4-one OC=1C=C(C2=C(OC(OC2=O)(CC(C)=O)C2=CC=C(C=C2)OC)C1C1C=C(CCC1)C)CCCCC